(S)-2-((S)-6-(tert-Butoxycarbonyl)-6-azaspiro[3.4]oct-7-yl)-2-(4-chlorophenyl)acetic acid C(C)(C)(C)OC(=O)N1CC2(CCC2)C[C@H]1[C@@H](C(=O)O)C1=CC=C(C=C1)Cl